(7R,14R)-1-(difluoromethoxy)-11-(4-((dimethylphosphoryl)methyl)-3-fluorophenyl)-6-methyl-6,7-dihydro-7,14-methanobenzo[f]benzo[4,5]imidazo[1,2-a][1,4]diazocin-5(14H)-one FC(OC1=CC=CC=2C(N([C@H]3C=4N([C@@H](C21)C3)C3=C(N4)C=CC(=C3)C3=CC(=C(C=C3)CP(=O)(C)C)F)C)=O)F